methoxyl-amine O(C)N